CC(C)(C(C=CC)=O)C 2,2-dimethyl-4-hexen-3-one